P(=O)(=O)OC(C(=O)OCCCCCCCCCCCCCC)CC(=O)[O-] Myristyl Phosphomalate